ClC1=C(C=NC=C1F)C=NS(=O)C(C)(C)C N-((4-Chloro-5-fluoropyridin-3-yl)methylene)-2-methylpropane-2-sulfinamide